9-((4-(((R)-1-(3-Bromophenyl)ethyl)amino)-6-methoxy-2-methylquinazolin-7-yl)oxy)-N-((2-(2,6-dioxopiperidin-3-yl)-1-oxoisoindolin-5-yl)methyl)nonanamide BrC=1C=C(C=CC1)[C@@H](C)NC1=NC(=NC2=CC(=C(C=C12)OC)OCCCCCCCCC(=O)NCC=1C=C2CN(C(C2=CC1)=O)C1C(NC(CC1)=O)=O)C